C1(CC1)[C@@H]1N(C2=CC=C(C=C2[C@@H]([C@H]1C)NC=1C(=NC=CC1)O)F)C(C)=O 1-((2S,3R,4R)-2-cyclopropyl-6-fluoro-4-((2-hydroxypyridin-3-yl)amino)-3-methyl-3,4-dihydroquinolin-1(2H)-yl)ethanone